CC/C=C\\C/C=C\\CCCOS(=O)(=O)[O-] The molecule is an organosulfate oxoanion that is the conjugate base of (4Z,7Z)-deca-4,7-dien-1-yl hydrogen sulfate. It has been isolated from Daphnia pulex and has been shown to cause morphological changes in the green alga Scenedesmus gutwinskii. It has a role as a kairomone and a Daphnia pulex metabolite. It is a conjugate base of a (4Z,7Z)-deca-4,7-dien-1-yl hydrogen sulfate.